N-(3-chloro-4-fluorophenyl)-7-methoxy-6-nitroquinazolin-4-amine ClC=1C=C(C=CC1F)NC1=NC=NC2=CC(=C(C=C12)[N+](=O)[O-])OC